5-(2,4-Bis-benzyloxy-5-isobutyl-phenyl)-4-iodo-isoxazole-3-carboxylic Acid Ethylamide C(C)NC(=O)C1=NOC(=C1I)C1=C(C=C(C(=C1)CC(C)C)OCC1=CC=CC=C1)OCC1=CC=CC=C1